3-(5-(1,3,4-oxadiazol-2-yl)pyridin-3-yl)-4-(methylthio)phenol O1C(=NN=C1)C=1C=C(C=NC1)C=1C=C(C=CC1SC)O